5-methyl-2-methylsulfinyl-N-[(1R)-1-(1-naphthyl)ethyl]Pyrimidine-4-carboxamide CC=1C(=NC(=NC1)S(=O)C)C(=O)N[C@H](C)C1=CC=CC2=CC=CC=C12